C1NCC2=CC=CC=C12 (1S)-isoindoline